C(=O)C=1C=C(C=CC1O)S(=O)(=O)Cl 3-formyl-4-hydroxybenzenesulfonyl chloride